C(C=1C(C(=O)OCCC(CC(C)(C)C)C)=CC=CC1)(=O)OCCC(CC(C)(C)C)C bis(3,5,5-trimethylhexyl) phthalate